The molecule is a branched chain amino acid that consists of 3-methylpentanoic acid bearing an amino substituent at position 2. It is an alpha-amino acid and a branched-chain amino acid. CCC(C)C(C(=O)O)N